C(C)(C)(C)OC(=O)N[C@H](C(=O)O)CC=1C=NC=CC1 (S)-2-((tert-butoxycarbonyl)amino)-3-(pyridin-3-yl)propanoic acid